3-(2-(dimethylamino)ethyl)isobenzofuran-1(3H)-one hydrochloride Cl.CN(CCC1OC(C2=CC=CC=C12)=O)C